2,6-dioxaspiro[4.5]decan-9-ol C1OCCC12OCCC(C2)O